1-cyclopropyl-3-(4-fluorophenyl)-2,4-dioxo-N-[4-[(6-piperazin-1-yl-1,7-naphthyridin-4-yl)oxy]phenyl]pyrimidine-5-carboxamide C1(CC1)N1C(N(C(C(=C1)C(=O)NC1=CC=C(C=C1)OC1=CC=NC2=CN=C(C=C12)N1CCNCC1)=O)C1=CC=C(C=C1)F)=O